7-Bromo-N-cyclobutylquinolin-2-amine BrC1=CC=C2C=CC(=NC2=C1)NC1CCC1